C(C)NC(=S)N1CC2(CC(N3N=C(C=C32)C=3C=NC2=CC=CC=C2C3)C)C1 N-ethyl-6'-methyl-2'-(quinolin-3-yl)-5',6'-dihydrospiro[azetidine-3,4'-pyrrolo[1,2-b]pyrazole]-1-carbothioamide